C(C1=CC=CC=C1)(=O)N1CC(C1)N1C(C2=CC=CC(=C2C1=O)[N+](=O)[O-])=O 2-(1-benzoylazetidin-3-yl)-4-nitroisoindoline-1,3-dione